(3-bromophenyl)(1-cyclohexyl-6-nitro-1H-indazol-3-yl)methanone BrC=1C=C(C=CC1)C(=O)C1=NN(C2=CC(=CC=C12)[N+](=O)[O-])C1CCCCC1